CC(C(=O)O)C[C@@H](C(=O)O)NC(=O)C1=CC=C(NCC2=CN=C3N=C(N)NC(=O)C3=N2)C=C1 cis-methylfolic acid